N1([C@@H](CCC1)C(=O)OC1=CC=C2C3=C(C(OC2=C1)=O)C=CC=C3)C(=O)OC(C)(C)C 1-tert-butyl 2-{6-oxo-6H-benzo[c]chromen-3-yl} (2S)-pyrrolidine-1,2-dicarboxylate